FC(OC1=CC(=C(C=O)C=C1)F)F 4-(difluoromethoxy)-2-fluoro-benzaldehyde